ClC=1C(=C2C(=CN1)N(C(=C2C2=CC=C(C(=O)O)C=C2)C(C)C)C2=CC=C(C=C2)F)O 4-(5-chloro-1-(4-fluorophenyl)-4-hydroxy-2-isopropyl-1H-pyrrolo[2,3-c]pyridin-3-yl)benzoic acid